Zinc(II) Isobutylcarbamate C(C(C)C)NC([O-])=O.[Zn+2].C(C(C)C)NC([O-])=O